amino-3-vinylcyclohexanone NC1C(CCCC1C=C)=O